(1-bromonaphthalene-2-yl)-4,6-diphenyl-1,3,5-triazine BrC1=C(C=CC2=CC=CC=C12)C1=NC(=NC(=N1)C1=CC=CC=C1)C1=CC=CC=C1